COC(=O)C1=C(CCC1)C(=O)O 2-(methoxycarbonyl)cyclopent-1-ene-1-carboxylic acid